N-(5-chloro-6-(2H-1,2,3-triazol-2-yl)pyridin-3-yl)-2-ethyl-8-methyl-3-nitro-8-(trifluoromethyl)-7,8-dihydro-6H-pyrazolo[1,5-a]pyrrolo[2,3-e]pyrimidine-6-carboxamide ClC=1C=C(C=NC1N1N=CC=N1)NC(=O)N1CC(C2=C1C=NC=1N2N=C(C1[N+](=O)[O-])CC)(C(F)(F)F)C